methyl-sulphonate (mesylate) S(C)(=O)(=O)O.CS(=O)(=O)O